2-aminoethylmethacrylate NCCOC(C(=C)C)=O